C(C=C)(=O)OC1(CCCCC1)C(C)(C)C tert-butylcyclohexyl acrylate